1-[6-chloro-2-(3-ethoxy-5-methyl-pyrazol-1-yl)-3-pyridyl]ethanone tert-Butyl-4-(2-(4-(4-Chloro-7H-pyrrolo[2,3-d]pyrimidin-6-yl)phenoxy)ethyl)piperazine-1-carboxylate C(C)(C)(C)OC(=O)N1CCN(CC1)CCOC1=CC=C(C=C1)C1=CC2=C(N=CN=C2Cl)N1.ClC1=CC=C(C(=N1)N1N=C(C=C1C)OCC)C(C)=O